2-((3-chloro-1-(2,6-difluorophenyl)-1,2-dihydro-6-methyl-2-oxopyridin-4-yloxy)methyl)-5-fluorobenzylcarbamic acid allyl ester C(C=C)OC(NCC1=C(C=CC(=C1)F)COC1=C(C(N(C(=C1)C)C1=C(C=CC=C1F)F)=O)Cl)=O